C(#N)C1=C(SC=C1C1=C(C=C(C=C1)OC)OC)NC(=O)NCCCCN1CCCC1 1-[3-cyano-4-(2,4-dimethoxyphenyl)thiophen-2-yl]-3-[4-(pyrrolidin-1-yl)butyl]urea